ethyl 9-[4-(dimethylamino)-N-{8-oxo-8-[(3-pentyloxy) oxy] octyl} butyrylamino]-2,2-difluorononadecanoate CN(C(CCC(=O)NC(CCCCCCC(C(=O)OCC)(F)F)CCCCCCCCCC)CCCCCCCC(OOC(CC)CC)=O)C